OCN1C(N(C2C1N(C(N2CO)=O)CO)CO)=O tetrahydro-1,3,4,6-tetrakis(hydroxymethyl)imidazo[4,5-d]imidazole-2,5(1H,3H)-dione